3-[2-(methoxymethoxy)-6-methyl-4-(trifluoromethyl)phenyl]cinnolin-8-ol COCOC1=C(C(=CC(=C1)C(F)(F)F)C)C=1N=NC2=C(C=CC=C2C1)O